1-(2-(dimethylamino)-2-(thiophen-3-yl)ethyl)-3-(1,2,3,4-tetrahydronaphthalen-1-yl)urea CN(C(CNC(=O)NC1CCCC2=CC=CC=C12)C1=CSC=C1)C